(3R)-2'-{6-amino-5-[(1R)-1-(1,3-thiazol-2-yl)ethoxy]pyridin-3-yl}-N-ethyl-5',6'-dihydrospiro[pyrrolidine-3,4'-pyrrolo[1,2-b]pyrazole]-1-carboxamide NC1=C(C=C(C=N1)C=1C=C2N(N1)CC[C@]21CN(CC1)C(=O)NCC)O[C@H](C)C=1SC=CN1